O1C(=CC=C1)C1=CC(=C(C=C1)CN)C (4-(furan-2-yl)-2-methylphenyl)methanamine